BrC=1C=C(\C=C/2\ON(OS2)CCCCCCC(=O)O)C=CC1OC (Z)-7-(5-(3-bromo-4-methoxybenzylidene)-2,4-dioxathiazolidin-3-yl)heptanoic acid